α-cyano-3-phenoxybenzyl cis-3-(2,2-dibromovinyl)-2,2-dimethylcyclopropanecarboxylate BrC(=C[C@H]1C([C@H]1C(=O)OC(C1=CC(=CC=C1)OC1=CC=CC=C1)C#N)(C)C)Br